CN1N=CC(=C1)C=1C=NC=2N(C1)N=CC2C2CCNCC2 6-(1-methyl-1H-pyrazol-4-yl)-3-(piperidin-4-yl)pyrazolo[1,5-a]pyrimidine